NC(COC1=CC=C(C=N1)N1C(N(C2=C1C=CC=C2)CC2CCC(CC2)NC(C2=C(N=CC(=C2)Cl)C(F)F)=O)=O)=O N-((1r,4r)-4-((3-(6-(2-amino-2-oxoethoxy)pyridin-3-yl)-2-oxo-2,3-dihydro-1H-benzo[d]imidazol-1-yl)methyl)cyclohexyl)-5-chloro-2-(difluoro-methyl)nicotinamide